ClC1=CC=C(CNC(=O)C2=CC(=C3N(CCN(C3=O)CCS(=O)(=O)C)C2=O)C#N)C=C1 N-(4-chlorobenzyl)-9-cyano-2-(2-(methylsulfonyl)ethyl)-1,6-dioxo-1,3,4,6-tetrahydro-2H-pyrido[1,2-a]pyrazine-7-carboxamide